ClC1=CC(=CC=2N1N=CC2)NC(OC(C)(C)C)=O Tert-butyl N-(7-chloropyrazolo[1,5-a]pyridin-5-yl)-carbamate